N(=[N+]=[N-])C[C@H]1N(C[C@@H](N(C1)C(=O)OC(C)(C)C)C)C(C)C1=CC=C(C=C1)C(F)(F)F tert-Butyl (2S,5S)-5-(azidomethyl)-2-methyl-4-(1-(4-(trifluoromethyl)phenyl)ethyl)piperazine-1-carboxylate